ClCCOCCOC(C)O (2-(2-chloroethoxy)ethoxy)ethanol